((R)-1-(2-((R)-1-(2-cyano-4-(3,3-difluoropyrrolidin-1-yl)-4-methylpent-2-enoyl)piperidin-3-yl)acetamido)-2-phenylethyl)boronic acid C(#N)C(C(=O)N1C[C@H](CCC1)CC(=O)N[C@@H](CC1=CC=CC=C1)B(O)O)=CC(C)(C)N1CC(CC1)(F)F